CC1=C(N)C=CC(=C1)\C=C\C1=C(C=CC=C1)C 2-methyl-4-[(E)-2-(o-tolyl)vinyl]aniline